C(C)OC(CCC(CC)C1CC2[C@H](C[C@H]3[C@@H]4CCC([C@@]4(C)CC[C@@H]3[C@]2(CC1)C)=O)O)=O 4-(6α-hydroxy-17-ketoandrostan-3-yl)hexanoic acid ethyl ester